C1(=CC=CC=C1)C1C(C(CCC1)(C(=O)O)C1=NC=C2N1C=CN=C2)(C)C phenyl(imidazo[1,5-a]pyrazin-3-yl)-2,2-dimethylcyclohexanecarboxylic acid